C1(=CC=CC=C1)N=C(C(C)=O)C 3-(phenylimino)butan-2-one